C(C)(C)(C)OC(=O)N1CCN(CC1)CC1=CC(=CC(=C1)C(F)(F)F)Br 4-(3-bromo-5-(trifluoromethyl)benzyl)piperazine-1-carboxylic acid tert-butyl ester